C(=O)(OC(C)(C)C)N(CC(=O)O)C1=CSC=C1 boc-(S)-3-thienyl-glycine